4-((2s,5r)-4-((S)-(4-fluorophenyl)(5-(trifluoromethyl)pyridin-2-yl)methyl)-2,5-dimethylpiperazin-1-yl)-1-methyl-2-oxo-1,2-dihydropyrido[3,2-d]pyrimidine-6-carbonitrile FC1=CC=C(C=C1)[C@H](N1C[C@@H](N(C[C@H]1C)C=1C2=C(N(C(N1)=O)C)C=CC(=N2)C#N)C)C2=NC=C(C=C2)C(F)(F)F